C(C)S(=O)(=O)C1=CN=C2N1C=CC=N2 3-ethylsulfonylimidazo[1,2-a]pyrimidin